OC1=C(C=CC(=C1)C#CC)C1=C(C=C(N=N1)N[C@H]1CN(CCC1)CCC#N)C (R)-3-(3-((6-(2-hydroxy-4-(prop-1-yn-1-yl)phenyl)-5-methylpyridazin-3-yl)amino)piperidin-1-yl)propionitrile